F[B-](F)(F)F.Cl[OH+]C/C=C\1/C=C(CC(C1)(C)C)OCC Chloro-2(E)-(3-Ethoxy-5,5-dimethyl-cyclohex-2-en-1-yliden)-ethyl-oxonium Tetrafluoroborat